C(#N)C1=CC=C(C=C1)C1=CN=CC2=C1SCCN2S(=O)(=O)C2CC(C2)N 3-((8-(4-cyanophenyl)-2,3-dihydro-4H-pyrido[4,3-b][1,4]thiazin-4-yl)sulfonyl)-1-cyclobutylamine